C(#N)C=1C=C(SC1)CNC(=O)[C@H]1N(CC2(OCCO2)C1)C(=O)OC(C)(C)C tert-butyl (S)-8-(((4-cyanothiophen-2-yl)methyl)carbamoyl)-1,4-dioxa-7-azaspiro[4.4]nonane-7-carboxylate